methoxy-3-hydroxy-2,6-dimethyl-anthraquinone COC1=C(C(=CC=2C(C3=CC(=CC=C3C(C12)=O)C)=O)O)C